2-((6-oxo-6H-benzo[c]benzopyran-3-yl)oxy)-N-(pyrazine-2-ylmethyl)acetamide O=C1OC2=C(C3=C1C=CC=C3)C=CC(=C2)OCC(=O)NCC2=NC=CN=C2